7-benzyl-2,5-dihydro-4H-pyrrolo[3,4-c]pyridin-4-one C(C1=CC=CC=C1)C=1C=2C(C(NC1)=O)=CNC2